Br(=O)(=O)[O-].B(O)(O)O.[Na+] sodium borate (bromate)